NC1=NC=CC=C1C1=NC=2C(=NC(=CC2)C2=NC=CN=C2)N1C=1C=C2CC[C@@H](C2=CC1)NC(=O)C=1C=C2C=NNC2=C(C1)C=O (S)-N-(5-(2-(2-aminopyridin-3-yl)-5-(pyrazin-2-yl)-3H-imidazo[4,5-b]pyridin-3-yl)-2,3-dihydro-1H-inden-1-yl)-7-formyl-1H-indazole-5-carboxamide